C1(CC1)C(=O)NC1=CC(=C(C(=O)NNC(=O)C2C(CCCC2)C(=O)O)C=C1)F 2-(2-(4-(cyclopropanecarboxamido)-2-fluorobenzoyl)hydrazine-1-carbonyl)cyclohexane-1-carboxylic acid